2-nitro-2-phenyl-ethanol [N+](=O)([O-])C(CO)C1=CC=CC=C1